NCCC(O)C1=CC(=CC(=C1)OCC1=C(CCCC1(C)C)C)F 3-amino-1-(3-fluoro-5-((2,6,6-trimethylcyclohex-1-en-1-yl)methoxy)phenyl)propan-1-ol